N-[5-(7-fluoro-5-methoxy-1H-benzimidazol-2-yl)-1-[(4-methoxyphenyl)methyl]pyrazol-3-yl]-6-(4-methylpiperazin-1-yl)pyridine-3-carboxamide FC1=CC(=CC2=C1NC(=N2)C2=CC(=NN2CC2=CC=C(C=C2)OC)NC(=O)C=2C=NC(=CC2)N2CCN(CC2)C)OC